C(\C=C\C1=CC(O)=C(O)C=C1)(=O)NCCCCN (E)-N-caffeoylputrescine